4-(furan-2-yl)-6-{5-[(piperidin-4-yl)methoxy]-1H-1,2,3-benzotriazol-1-yl}pyriMidin-2-amine O1C(=CC=C1)C1=NC(=NC(=C1)N1N=NC2=C1C=CC(=C2)OCC2CCNCC2)N